O=C1N([C@@H]2CC[C@H](N1C2)C(=O)NOCCN2C(CCC2)=O)OS(=O)(=O)O.[NH+]2=CC=CC=C2 pyridinium (2S,5R)-7-oxo-N-[2-(2-oxopyrrolidin-1-yl)ethoxy]-6-(sulfooxy)-1,6-diaza-bicyclo[3.2.1]octane-2-carboxamide